C1(CC1)C=1N=NN(C1)[C@H](C(=O)N1[C@@H](C[C@H](C1)O)C(=O)NC1=C(C=CC(=C1)NS(=O)(=O)C)OC)C(C)(C)C (2S,4R)-1-[(2S)-2-(4-cyclopropyltriazol-1-yl)-3,3-dimethyl-butanoyl]-4-hydroxy-N-[5-(methanesulfonamido)-2-methoxy-phenyl]pyrrolidine-2-carboxamide